6-(4-(4-fluorophenyl)-1-(3-fluoropropyl)-1H-imidazol-5-yl)imidazo[1,2-a]pyridine-3-carbonitrile FC1=CC=C(C=C1)C=1N=CN(C1C=1C=CC=2N(C1)C(=CN2)C#N)CCCF